hydroxypivalyl hydroxypivalate (hydroxypivalate) OCC(C(=O)O)(C)C.OCC(C(=O)OC(C(CO)(C)C)=O)(C)C